allyl-benzothiophene C(C=C)C=1SC2=C(C1)C=CC=C2